(2E)-(6-chloro-2-hexenyl)triphenyl-phosphonium bromide [Br-].ClCCC/C=C/C[P+](C1=CC=CC=C1)(C1=CC=CC=C1)C1=CC=CC=C1